FC1=C(C=C2CN(C(C2=C1)=O)C1C(NC(CC1)=O)=O)N1CCN(CC1)CCCCCCCC1=CC(=CC=C1)C1=NC=2N(C(=C1)N1CCN(CC1)CCO)N=C(C2C2=CC=CC=C2)C 3-(6-Fluoro-5-(4-(7-(3-(7-(4-(2-hydroxyethyl)piperazin-1-yl)-2-methyl-3-phenyl-pyrazolo[1,5-a]pyrimidin-5-yl)phenyl)heptyl)piperazin-1-yl)-1-oxoisoindolin-2-yl)piperidine-2,6-dione